O[C@@H]1CN(CC[C@H]1[C@H]1N2C(C3=CC=CC=C13)=CN=C2)C(C)=O 1-((3S,4S)-3-hydroxy-4-((R)-5H-imidazo[5,1-a]isoindol-5-yl)piperidin-1-yl)ethan-1-one